N,N-diethyloctadecylamine N-oxide C(C)[N+](CC)(CCCCCCCCCCCCCCCCCC)[O-]